(S)-6-[5-(3-[[1-[6-oxo-5-(trifluoromethyl)-1,6-dihydropyridazin-4-yl]pyrrolidin-2-yl]methoxy]propanoyl)-octahydropyrrolo[3,4-c]pyrrol-2-yl]pyridine-3-carbonitrile O=C1C(=C(C=NN1)N1C(CCC1)COCCC(=O)N1CC2[C@H](C1)CN(C2)C2=CC=C(C=N2)C#N)C(F)(F)F